Cl.N[C@H](C(=O)NC1=NC=CC(=C1)CN1C(N[C@@H](C1)C(F)(F)F)=O)C1CCC(CC1)C (S)-2-amino-2-((1r,4S)-4-methylcyclohexyl)-N-(4-(((S)-2-oxo-4-(trifluoromethyl)-imidazolidin-1-yl)methyl)pyridin-2-yl)acetamide HCl salt